3-(2-[[(+/-)-exo-7-azabicyclo[2.2.1]heptan-2-yl]amino]-5-(trifluoromethyl)pyrimidin-4-yl)-1H-indole-6-carbonitrile C12C(CC(CC1)N2)NC2=NC=C(C(=N2)C2=CNC1=CC(=CC=C21)C#N)C(F)(F)F